NC=1C(=C(C=CC1)C(C)(C)C1=C(C(=CC=C1)N)C)C bis(3-amino-methyl-phenyl)propane